C(C)C1=CC=C(C=C1)C(C(C=O)(C)C)C 3-(4-ethylphenyl)-2,2-dimethylbutyraldehyde